OC=1C=C2C3CCNC(C3=NC2=CC1)(C(=O)O)C 6-hydroxy-1-methyltetrahydro-beta-carboline-1-carboxic acid